N1-(5-chloro-2-(2-ethylpiperidin-1-yl)phenyl)-N4,N4-dimethylbenzene-1,4-disulfonamide ClC=1C=CC(=C(C1)NS(=O)(=O)C1=CC=C(C=C1)S(=O)(=O)N(C)C)N1C(CCCC1)CC